1-(4-(6-chloro-8-fluoro-7-(2-fluoro-6-hydroxyphenyl)-2-(6-oxa-2-azaspiro[3.4]octan-2-yl)quinazolin-4-yl)piperazin-1-yl)prop-2-en-1-one ClC=1C=C2C(=NC(=NC2=C(C1C1=C(C=CC=C1O)F)F)N1CC2(C1)COCC2)N2CCN(CC2)C(C=C)=O